ClC=1C=C(C=C(C1)S(=O)(=O)C)NC(C1=CC(=CC=C1)C1=CC(=NC=C1)Cl)=O N-(3-chloro-5-(methylsulfonyl)phenyl)-3-(2-chloropyridin-4-yl)benzamide